Cl.CNC1CC=2C(=CSC2)CC1 N-methyl-4,5,6,7-tetrahydro-2-benzothiophen-5-amine hydrochloride